(1S,2S)-N-(3-(4-cyclopropoxy-2-methoxypyridin-3-yl)-1H-pyrrolo[2,3-b]pyridin-6-yl)-2-((methylamino)methyl)cyclopropanecarboxamide C1(CC1)OC1=C(C(=NC=C1)OC)C1=CNC2=NC(=CC=C21)NC(=O)[C@@H]2[C@H](C2)CNC